sodium 4,4'-azobis(4-cyanovaleric acid) N(=NC(CCC(=O)O)(C)C#N)C(CCC(=O)O)(C)C#N.[Na]